NC1=CC=C(OC2=CC=C(C=C2)C(C)(CC)C2=C(C=CC=C2)OC2=CC(=C(C=C2)OC2=CC=C(C=C2)N)C)C=C1 2-[4-(4-aminophenoxy)phenyl]-2-[4-(4-aminophenoxy)-3-methylphenoxy-phenyl]-butane